isobutyl (3-(3,3-difluorocyclobutyl)-1-methyl-4-(1-methylcyclobutyl)-1H-pyrazol-5-yl)carbamate FC1(CC(C1)C1=NN(C(=C1C1(CCC1)C)NC(OCC(C)C)=O)C)F